ClC=1C=C2[C@]3(C(NC2=CC1)=O)[C@H](C3)C(=O)NC3=NC=CC(=C3)NCC=3N=C1N(C=C(C=C1)C1CC1)C3 |r| rac-(1R*,2S*)-5'-chloro-N-(4-(((6-cyclopropylimidazo[1,2-a]pyridin-2-yl)methyl)amino)pyridin-2-yl)-2'-oxospiro[cyclopropane-1,3'-indoline]-2-carboxamide